C1(CC1)C=1C(=NC=CC1)OC1=CC=C(C=C1)C1=C(C(NC(N1C)=O)=O)C 6-{4-[(3-Cyclopropylpyridin-2-yl)oxy]phenyl}-1,5-dimethylpyrimidin-2,4(1H,3H)-dion